3,5-dichloro-N-propyl-2-methylaminobenzamide ClC=1C(=C(C(=O)NCCC)C=C(C1)Cl)NC